C(C)(=O)[O-].C(CCCCCCCCC)[N+](C)(CCO)CCCCCCCCCC didecyl-hydroxyethyl-methyl-ammonium acetate